tert-butyl (4-(pyridin-2-yloxy)benzoyl)glycinate N1=C(C=CC=C1)OC1=CC=C(C(=O)NCC(=O)OC(C)(C)C)C=C1